(E)-3-Dodecenyl acetate C(C)(=O)OCC\C=C\CCCCCCCC